ClC=1C=CC=C2C(C=C(OC12)C1=CC(=C(C=C1)O)C)=O 8-chloro-2-(4-hydroxy-3-methyl-phenyl)chromen-4-one